OC([C@@H]1N(C(OC1)(C)C)C(=O)OC(C)(C)C)C=1C=CC=C2C=CNC12 tert-butyl (4R)-4-(hydroxy(1H-indol-7-yl)methyl)-2,2-dimethyloxazolidine-3-carboxylate